[Co]=O.[Ni].[Zn] zinc-nickel-cobalt oxide